C1(CC1)C(=O)N1CCN(CC1)C(=O)C1CNCCO1 Cyclopropyl-[4-(morpholine-2-carbonyl)piperazin-1-yl]methanone